1,3,5-trimethyl-2,4,6-tris(3,5-di-butyl-4-hydroxybenzyl)benzene tert-butyl-4-hydroxy-4-methylpiperidine-1-carboxylate C(C)(C)(C)OC(=O)N1CCC(CC1)(C)O.CC1=C(C(=C(C(=C1CC1=CC(=C(C(=C1)CCCC)O)CCCC)C)CC1=CC(=C(C(=C1)CCCC)O)CCCC)C)CC1=CC(=C(C(=C1)CCCC)O)CCCC